FC1=CC=C2C(=NNC2=C1)C1=NC2=C(N1)C=CC(=C2)N2CCC(CC2)N2CCCCC2 2-(6-Fluoro-1H-indazol-3-yl)-5-(4-(piperidin-1-yl)piperidin-1-yl)-1H-benzo[d]imidazole